O1CCC(CC1)OC1=CC=C(C=C1)N1CC2(C3=C1N=C(N=C3)CO)CC2 (7'-(4-((tetrahydro-2H-pyran-4-yl)oxy)phenyl)-6',7'-dihydrospiro[cyclopropane-1,5'-pyrrolo[2,3-d]pyrimidin]-2'-yl)methanol